C=1(C(=CC=C2C=CC=CC12)S(=O)(=O)O)S(=O)(=O)O.[Na] sodium naphthalenedisulfonic acid